tert-Butyl 5-(2-fluoro-6-methoxyphenyl)-3-iodo-1H-pyrazolo[3,4-c]pyridine-1-carboxylate FC1=C(C(=CC=C1)OC)C=1C=C2C(=CN1)N(N=C2I)C(=O)OC(C)(C)C